C(C)(C)NC1=NC=CC(=C1)CN1C(N(C(C1(C)C)=O)C1=CC=C(C=C1)C1(CC1)C#N)=O 1-(4-(3-((2-(isopropylamino)pyridin-4-yl)methyl)-4,4-dimethyl-2,5-dioxoimidazolidin-1-yl)phenyl)cyclopropane-1-carbonitrile